FC1=C(C=C(C=C1)F)C1=C(C(=NC=C1)[C@@H]1OCC(CC1)(F)F)NC(=O)C1=CC(=NO1)C |r| rac-N-(4-(2,5-difluorophenyl)-2-(5,5-difluorotetrahydro-2H-pyran-2-yl)pyridin-3-yl)-3-methylisoxazole-5-carboxamide